trans-bis(triethylphosphine) palladium (II) dichloride [Pd](Cl)Cl.C(C)P(CC)CC.C(C)P(CC)CC